C(C)OCCN1C(=NC2=CC=CC=C2C1=O)C1=CC=CC=C1 3-(2-ethoxyethyl)-2-phenyl-4(3H)-quinazolinone